N-(3-Chloro-4-(3-methyl-1H-1,2,4-triazol-1-yl)phenyl)-1-(isochinolin-8-yl)-5-(trifluoromethyl)-1H-pyrazol-4-carboxamid ClC=1C=C(C=CC1N1N=C(N=C1)C)NC(=O)C=1C=NN(C1C(F)(F)F)C=1C=CC=C2C=CN=CC12